n-stearylamine CCCCCCCCCCCCCCCCCCN